OCCN1CCN(CC1)CC(=O)N 2-(4-(2-hydroxyethyl)piperazin-1-yl)acetamide